C1=CC=CC=2C3=CC=CC=C3C(C12)COC(=O)N[C@@H](C(=O)N[C@@H](C(=O)O)CCCNC(=O)OC(C)(C)C)CC1=CC=C(C=C1)C1=CC=CC=C1 (R)-2-((R)-2-((((9H-fluoren-9-yl)methoxy)carbonyl)amino)-3-([1,1'-biphenyl]-4-yl)propanamido)-5-((tert-butoxycarbonyl)amino)pentanoic acid